[Ir+3].C(CC(=O)C)(=O)[O-].C1=CCCC=CCC1.C(CC(=O)C)(=O)[O-].C(CC(=O)C)(=O)[O-] 1,5-cyclooctadiene (acetoacetate) iridium